COC1=CC=C(C=C1)C(OCC12OCC(N(C1)C(=O)NC(C)C)C2OP(N(C(C)C)C(C)C)OCCC#N)(C2=CC=CC=C2)C2=CC=C(C=C2)OC 1-[[bis(4-methoxyphenyl)phenyl-methoxy]methyl]-7-[2-cyanoethoxy-(diisopropylamino)phosphanyl]oxy-N-isopropyl-2-oxa-5-azabicyclo[2.2.1]heptane-5-carboxamide